C1(=CC=CC=C1)[C@H](CC)N1C[C@H](CC1)NC(OC(C)(C)C)=O tert-butyl ((S)-1-((S)-1-phenylpropyl)pyrrolidin-3-yl)carbamate